BrC(C)C1=CC=C(C(=O)O)C=C1 4-1-bromoethyl-benzoic acid